C1(CC1)C=1C(=CC(N2[C@@H]([C@H](SC12)C1=CC=CC=C1)C(=O)O)=O)CC1=CC=CC2=CC=CC=C12 (2R,3R)-7-cyclopropyl-6-[(1-naphthyl)methyl]-4-oxo-2-phenyl-1-thia-3a-aza-3-indanecarboxylic acid